Ethyl 3-((1-(3-((S)-4-benzyl-2-oxooxazolidin-3-yl)-5-methylphenyl)ethyl)amino)-6-fluoropicolinate C(C1=CC=CC=C1)[C@@H]1N(C(OC1)=O)C=1C=C(C=C(C1)C)C(C)NC=1C(=NC(=CC1)F)C(=O)OCC